ClC1=C(C#N)C=CC(=C1)OC1=NC=CC=C1F 2-chloro-4-((3-fluoropyridin-2-yl)oxy)benzonitrile